FC(C(=O)O)(F)F.N1C=NC(=C1)N1N=C2C=3C=CN=C(CCCCC(C(NC2=C1)=O)C)C3 4-(1H-imidazol-4-yl)-9-methyl-3,4,7,15-tetraazatricyclo[12.3.1.02,6]Octadecan-1(18),2,5,14,16-pentaen-8-one trifluoroacetate salt